iminoadenosine diphosphate P(O)(=O)(OP(=O)(O)O)OC([C@@H]1[C@H]([C@H]([C@@H](O1)N1C=NC=2C(N)=NC=NC12)O)O)=N